CNS(=O)(=O)N1CCN(CC1)C N-methyl-4-methylpiperazine-1-sulfonamide